FC=1C(=C(C=CC1F)C(=O)N1CC(C1)(O)CNCCC=1C=NC=CC1)NC1=C(C=C(C=C1)I)F 1-({3,4-difluoro-2-[(2-fluoro-4-iodophenyl)amino]Phenyl}carbonyl)-3-{[(2-pyridin-3-ylethyl)amino]Methyl}azetidin-3-ol